(tert-butoxy)-glycine C(C)(C)(C)ONCC(=O)O